1-isopropyl-1,2,3,6-tetrahydropyridin-3-yl pivalate C(C(C)(C)C)(=O)OC1CN(CC=C1)C(C)C